COC(=O)C1=CC=C2C=NN(C2=C1)C methyl-1H-indazole-6-carboxylic acid methyl ester